CC1C=CNN1CCC 5-methyl-N-propylpyrazoline